ethyl (4Z,8Z)-decadienoate C(C=C\C=C/CCCCC)(=O)OCC